C(C(=C)C)(=O)OC1=CC(=CC(=C1)O)O 3,5-dihydroxyphenol methacrylate